(1R,2S)-2-(6-oxo-5-(trifluoromethyl)-1,6-dihydropyridin-3-yl)cyclopentyl 4-(5-(trifluoromethyl)pyrimidine-2-yl)piperazine-1-carboxylate FC(C=1C=NC(=NC1)N1CCN(CC1)C(=O)O[C@H]1[C@@H](CCC1)C1=CNC(C(=C1)C(F)(F)F)=O)(F)F